(S or R)-2-(2-(2-isopropylphenyl)-4-methylpiperazin-1-yl)-7-azaspiro[3.5]nonane C(C)(C)C1=C(C=CC=C1)[C@@H]1N(CCN(C1)C)C1CC2(C1)CCNCC2 |o1:9|